FC(S(=O)(=O)OC1=NC(=C(C2=C1C=CS2)C2=C(C=C(C=C2OCCOC)F)F)C2=NN1C([C@@H](N([C@@H](C1)C)C(C=C)=O)C)=C2)(F)F 6-((4S,6R)-5-acryloyl-4,6-dimethyl-4,5,6,7-tetrahydropyrazolo[1,5-a]pyrazin-2-yl)-7-(2,4-difluoro-6-(2-methoxy ethoxy)phenyl)thieno[3,2-c]pyridin-4-yl trifluoromethanesulfonate